COC(C1=CC(=C(C(=C1)[N+](=O)[O-])NC)F)=O 3-fluoro-4-(methylamino)-5-nitro-benzoic acid methyl ester